ClC=1C=CC2=C(NC(OC2C=C)=O)C1 7-chloro-4-vinyl-1,4-dihydro-2H-benzo[d][1,3]oxazine-2-one